CC[C@@H]1[C@H](C\C=C/C\C=C/CCCCCCCC)O1 (3R,4S,6Z,9Z)-3,4-epoxy-6,9-octadecadiene